[2-(4-chlorophenyl)-4,4-dimethylcyclohex-1-en-1-yl]methyl(piperazin-1-yl)-2-(1H-indol-5-yloxy)-N-({4-[(2-methoxyethyl)amino]-3-nitrophenyl}sulfonyl)benzamide ClC1=CC=C(C=C1)C1=C(CCC(C1)(C)C)C=1C(=C(C(=C(C(=O)NS(=O)(=O)C2=CC(=C(C=C2)NCCOC)[N+](=O)[O-])C1)OC=1C=C2C=CNC2=CC1)N1CCNCC1)C